IC1=CNC2=NC=CC(=C21)OCCC 3-iodo-4-propoxy-1H-pyrrolo[2,3-b]pyridine